(Z)-1-ethoxy-2-(tributylstannyl)ethylene C(C)O\C=C/[Sn](CCCC)(CCCC)CCCC